N-(2-(2-(2-((2-(2,6-dioxopiperidin-3-yl)-1,3-dioxoisoindolin-4-yl)amino)ethoxy)ethoxy)ethyl)acetamide O=C1NC(CCC1N1C(C2=CC=CC(=C2C1=O)NCCOCCOCCNC(C)=O)=O)=O